C1(=CC=CC=C1)N(N=C(C1=NC(=NC=C1C1=C(C=CC=C1)Cl)NC1=CC=C(C=C1)C#N)C1=NC(=NC=C1C1=C(C=CC=C1)Cl)NC1=CC=C(C=C1)C#N)C(=O)N 2-chlorophenyl-2-(4-cyanophenylamino)-pyrimidin-4-ylketone-N-phenyl semicarbazone